ethyl 2-(2-((6-(4-carbamimidoyl-2,6-dimethylbenzylamino)pyrimidin-4-yloxy)methyl)-6-cyclopropylimidazo[1,2-a]pyridin-8-yl)acetate C(N)(=N)C1=CC(=C(CNC2=CC(=NC=N2)OCC=2N=C3N(C=C(C=C3CC(=O)OCC)C3CC3)C2)C(=C1)C)C